5-[(benzyloxy)methyl]-1H-pyrazol C(C1=CC=CC=C1)OCC1=CC=NN1